ClC=1C=CC=C2C=C(C(NC12)=O)C=O 8-CHLORO-1,2-DIHYDRO-2-OXO-3-QUINOLINECARBOXALDEHYDE